4-((2-fluoro-3-(4,4,5,5-tetramethyl-1,3,2-dioxaborolan-2-yl)phenyl)imino)-1,4λ6-oxathiane 4-oxide FC1=C(C=CC=C1B1OC(C(O1)(C)C)(C)C)N=S1(CCOCC1)=O